ONC(=O)C1=CC2=C(CN([C@H](CO2)C)C(=O)OC2CCOCC2)C=C1 tetrahydro-2H-pyran-4-yl (S)-8-(hydroxycarbamoyl)-3-methyl-2,3-dihydrobenzo[f][1,4]oxazepine-4(5H)-carboxylate